C1(CC1)CCNC(=O)N1C(=NC(=C1)C1(CCOCC1)C)OC N-(2-Cyclopropylethyl)-2-methoxy-4-(4-methyltetrahydro-2H-pyran-4-yl)-1H-imidazole-1-carboxamide